C1=CC=CC=2C3=CC=CC=C3N(C12)C1=CC=C(C=C1)N(C1=CC=C(C=C1)N1C2=CC=CC=C2C=2C=C(C=CC12)N1C=2C=CC=CC2C(C2=CC=CC=C12)(C)C)C1=CC=C(C=C1)N1C2=CC=CC=C2C=2C=CC=CC12 N,N-Bis(4-(9H-carbazol-9-yl)phenyl)-4-(3-(9,9-dimethylacridin-10(9H)-yl)-9H-carbazol-9-yl)aniline